BrC(F)(F)[Si](C)(C)C (1-bromo-1,1-difluoro-methyl)trimethylsilane